3-cyclopropyl-5-[(2,2-dimethylcyclopropyl)sulfamoyl]-7,8-dihydro-6H-cyclopenta[g]isoquinoline-7-carboxylic acid C1(CC1)C=1N=CC2=CC3=C(C(=C2C1)S(NC1C(C1)(C)C)(=O)=O)CC(C3)C(=O)O